Methyl (E)-2'-chloro-6-((hydroxyimino)methyl)-5'-methoxy-[4,4'-bipyridine]-3-carboxylate ClC1=NC=C(C(=C1)C1=C(C=NC(=C1)/C=N/O)C(=O)OC)OC